C(CCCC)N(C=O)CCCCC N,N-dipentylcarboxamide